N-(3-chloro-4-(5-methyl-1H-1,2,4-triazol-1-yl)phenyl)-1-(isoquinolin-8-yl)-5-(trifluoromethyl)-1H-pyrazole-4-carboxamide ClC=1C=C(C=CC1N1N=CN=C1C)NC(=O)C=1C=NN(C1C(F)(F)F)C=1C=CC=C2C=CN=CC12